(S)-5-chloro-N-(8-chloro-5-methyl-4-oxo-2,3,4,5-tetrahydropyrido[3,2-b]-[1,4]oxazepin-3-yl)-4-(pyrazin-2-yl)pyrimidine-2-carboxamide ClC=1C(=NC(=NC1)C(=O)N[C@@H]1C(N(C2=C(OC1)C=C(C=N2)Cl)C)=O)C2=NC=CN=C2